N-(15-methyl-3-(13-methyl-4-tetradecenoyloxy)-hexadecanoyl)-glycine CC(CCCCCCCCCCCC(CC(=O)NCC(=O)O)OC(CCC=CCCCCCCCC(C)C)=O)C